5-hydroxyacetamido-N,N'-bis(2,3-dihydroxypropyl)-2,4-diiodo-1,3-benzenedicarboxamide OCC(=O)NC=1C(=C(C(=C(C1)C(=O)NCC(CO)O)I)C(=O)NCC(CO)O)I